C12COCC(CC1)N2C(=O)N2CCC(CC2)=C(C#N)C2=CC(=CC=C2)Cl 2-(1-(3-oxa-8-azabicyclo[3.2.1]octan-8-carbonyl)piperidin-4-ylidene)-2-(3-chlorophenyl)acetonitril